C(\C=C/C(=O)O)(=O)O.N[C@@H](C(=O)N[C@@H](C(=O)N)CC(C)C)CC1=CC=CC=C1 (2R)-2-[[(2R)-2-amino-3-phenyl-propionyl]amino]-4-methyl-pentanoamide maleate